4-(9-methyl-3H-pyrazolo[4,3-f]quinolin-7-yl)benzonitrile CC1=CC(=NC2=CC=C3C(=C12)C=NN3)C3=CC=C(C#N)C=C3